C(#N)CNC(=O)N1C2C=C(CC1CC2)C2=NC(=NC=C2F)NC=2C=NN(C2)C N-(cyanomethyl)-3-(5-fluoro-2-((1-methyl-1H-pyrazol-4-yl)amino)pyrimidin-4-yl)-8-azabicyclo[3.2.1]oct-2-ene-8-carboxamide